C(CCCCCCCCCCCCC)[Si](OC)(OC)OC n-Tetradecyltrimethoxysilane